(R)-2-chloro-N,N-dimethyl-4-(1-(piperidin-4-yl)pyrrolidin-3-ylamino)benzamide hydrochloride Cl.ClC1=C(C(=O)N(C)C)C=CC(=C1)N[C@H]1CN(CC1)C1CCNCC1